CN1N=C(C=C1S(=O)(=O)C(C1CCN(CC1)C(=O)NC1=CN=NC=C1)(F)F)C 4-(((1,3-dimethyl-1H-pyrazol-5-yl)sulfonyl)difluoromethyl)-N-(pyridazin-4-yl)piperidine-1-carboxamide